tert-butyl (R)-3-(N-(3-ethynylthieno[3,2-c]pyridin-4-yl)-2-fluoro-4-(1-methyl-1H-1,2,3-triazol-4-yl)benzamido)piperidine-1-carboxylate C(#C)C1=CSC2=C1C(=NC=C2)N(C(C2=C(C=C(C=C2)C=2N=NN(C2)C)F)=O)[C@H]2CN(CCC2)C(=O)OC(C)(C)C